C(C)(C)(C)OC(=O)NCC1=CC(=C(C(=C1)C)NC(=O)C1=CC2=C(OCCC3=C2SC=C3)C=C1C=1C(=NC(=CC1)C(NC(C)C1=CC=CC=C1)=O)C(=O)OC)C methyl 3-(9-((4-(((tert-butoxycarbonyl)amino)methyl)-2,6-dimethylphenyl)carbamoyl)-4,5-dihydrobenzo[b]thieno[2,3-d]oxepin-8-yl)-6-((1-phenylethyl)carbamoyl)picolinate